4,4'-((4-(ETHYLCARBAMOYL)PYRIDINE-2,6-DIYL)BIS(1H-1,2,3-TRIAZOLE-4,1-DIYL))BIS(2-CYANOBENZOIC ACID) C(C)NC(=O)C1=CC(=NC(=C1)C=1N=NN(C1)C1=CC(=C(C(=O)O)C=C1)C#N)C=1N=NN(C1)C1=CC(=C(C(=O)O)C=C1)C#N